O=C(CCC(=O)O)N1CCCC1 4-oxo-4-pyrrolidin-1-ylbutanoic acid